(Z)-2-(5-bromo-1H-indol-3-yl)-3-(4-((4-fluorophenyl)thio)pyridin-3-yl)-acrylonitrile BrC=1C=C2C(=CNC2=CC1)/C(/C#N)=C/C=1C=NC=CC1SC1=CC=C(C=C1)F